thiazolotetrazine C1=NC2=C(S1)N=NN=N2